C1(CCC1)OC(=O)NC=1C=C(C=C(C1)C1CCOCC1)NC1=CC2=C(C=N1)N(C(N2[C@H]2C[C@@H](CC2)NC(OC)=O)=O)C Methyl ((1R,3R)-3-(6-((3-((cyclobutoxycarbonyl)amino)-5-(tetrahydro-2H-pyran-4-yl)phenyl)amino)-3-methyl-2-oxo-2,3-dihydro-1H-imidazo[4,5-c]pyridin-1-yl)cyclopentyl)carbamate